3-fluoro-5-(trifluoromethoxy)picolinic acid FC=1C(=NC=C(C1)OC(F)(F)F)C(=O)O